(1,3-dimethylimidazolidin-2-ylidene) diiodide CN1C(N(CC1)C)(I)I